(6R)-9-fluoro-2,11,17,19,21,25-hexaazapentacyclo[16.6.2.02,6.07,12.022,26]hexacosane FC1CC2[C@H]3CCCN3C3CCC4NCNC(NCCCCC2NC1)C4N3